FC1(CC(C1)C1=NN=C(O1)C(=O)N1[C@@H](C2=C(CC1)NC=N2)C2=NN1C(C(=CC=C1)C(F)F)=C2)F (S)-(5-(3,3-difluorocyclobutyl)-1,3,4-oxadiazol-2-yl)(4-(4-(difluoromethyl)pyrazolo[1,5-a]pyridin-2-yl)-6,7-dihydro-1H-imidazo[4,5-c]pyridin-5(4H)-yl)methanone